ClC1=CC=C2C(=N1)C=C(N2C)C(=O)N2CCOCC2 (5-chloro-1-methyl-pyrrolo[3,2-b]pyridin-2-yl)-morpholino-methanone